3-amino-N-((3-fluoro-6-(methylamino)pyridin-2-yl)methyl)-6-(1-methyl-6-oxo-1,6-dihydropyridin-3-yl)-5-(oxazol-2-yl)pyrazine-2-carboxamide NC=1C(=NC(=C(N1)C=1OC=CN1)C1=CN(C(C=C1)=O)C)C(=O)NCC1=NC(=CC=C1F)NC